(3-(pyrimidin-2-yl)pyridin-2-yl)((1S,4R,6R)-6-((5-(trifluoromethyl)pyridin-2-yl)oxy)-2-azabicyclo[2.2.1]heptan-2-yl)methanone N1=C(N=CC=C1)C=1C(=NC=CC1)C(=O)N1[C@@H]2[C@@H](C[C@H](C1)C2)OC2=NC=C(C=C2)C(F)(F)F